tert-Butyl (1-((3-(2-oxoethyl)phenyl)sulfonyl)piperidin-4-yl)carbamate O=CCC=1C=C(C=CC1)S(=O)(=O)N1CCC(CC1)NC(OC(C)(C)C)=O